C(#N)/C(=C\1/SC[C@H](S1)C1=C(C=C(C=N1)NC(OCC)=O)F)/N1N=CN=C1 ethyl (R,E)-(6-{2-[cyano(1H-1,2,4-triazol-1-yl)methylene]-1,3-dithiolan-4-yl}-5-fluoropyridin-3-yl)carbamate